(E)-1-(4-(2-(5-bromo-2-(4-fluorophenyl)-1H-indol-3-yl)acetyl)piperazin-1-yl)-3-(4-ethoxyphenyl)prop-2-en-1-one BrC=1C=C2C(=C(NC2=CC1)C1=CC=C(C=C1)F)CC(=O)N1CCN(CC1)C(\C=C\C1=CC=C(C=C1)OCC)=O